N1(CCCC1)CC1=CC(=NC(=N1)C(F)(F)F)C(=O)N1CCC(CC1)N1CC(C1)(N1N=CC(=C1)C=1C2=C(N=CN1)NC=C2)CC#N {1-(1-{[6-(pyrrolidin-1-ylmethyl)-2-(trifluoromethyl)pyrimidin-4-yl]carbonyl}piperidin-4-yl)-3-[4-(7H-pyrrolo[2,3-d]pyrimidin-4-yl)-1H-pyrazol-1-yl]azetidin-3-yl}acetonitrile